2-allyl-1,2-benzisothiazol-3(2H)-one-1,1-dioxide C(C=C)N1S(C2=C(C1=O)C=CC=C2)(=O)=O